CN1CCN(CC1)CCC[Si](OCC)(C)C 3-(4-methylpiperazinyl)propyldimethylethoxysilane